2-(1-phenyl-1H-benzo[d]imidazole-2-yl)phenoxide C1(=CC=CC=C1)N1C(=NC2=C1C=CC=C2)C2=C([O-])C=CC=C2